2-{6,6-difluoro-3-azabicyclo[3.1.0]hex-3-yl}-4-methylpyrimidine-5-carboxylic acid ethyl ester C(C)OC(=O)C=1C(=NC(=NC1)N1CC2C(C2C1)(F)F)C